1,3,5-trimethylbromobenzene CC1=C(C(=CC(=C1)C)C)Br